(2S,4R)-1-[(2S)-2-(hept-6-ynamido)-3,3-dimethyl-butanoyl]-4-hydroxy-N-{[4-(4-methyl-1,3-thiazol-5-yl)phenyl]methyl}pyrrolidine-2-carboxamide C(CCCCC#C)(=O)N[C@H](C(=O)N1[C@@H](C[C@H](C1)O)C(=O)NCC1=CC=C(C=C1)C1=C(N=CS1)C)C(C)(C)C